C(C)(=O)N1CCC(=CC1)C=1N=C(N2C(=NC=CC21)N)C2=CC=C(CNC(C1=C(C=CC(=C1)F)OC)=O)C=C2 N-(4-(1-(1-acetyl-1,2,3,6-tetrahydropyridin-4-yl)-5-aminoimidazo[1,5-c]pyrimidin-3-yl)benzyl)-5-fluoro-2-methoxybenzamide